C(C)(C)(C)OC(=O)N1CCN(CC1)C1=C(C=C(C=C1)NCCCCCCSC1=CC=C2C=CC(N(C2=C1)C)=O)C 4-(2-methyl-4-((6-((1-methyl-2-oxo-1,2-dihydroquinolin-7-yl)thio)hexyl)amino)phenyl)piperazine-1-carboxylic acid tert-butyl ester